C1(CC1)[C@](COC=1C=NN(C1C1=CC=2N(C=C1)N=C(C2)NC2=NC(=NC(=C2)C)C)C)(C)O (S)-2-cyclopropyl-1-[5-[2-[(2,6-dimethylpyrimidin-4-yl)amino]pyrazolo[1,5-a]pyridin-5-yl]-1-methyl-pyrazol-4-yl]oxy-propan-2-ol